2-(2,4-difluorophenyl)-N-(4-(1-methyl-4-(trifluoromethyl)-1H-imidazol-2-yl)benzyl)-9-(tetrahydro-2H-pyran-2-yl)-9H-purin-6-amine FC1=C(C=CC(=C1)F)C1=NC(=C2N=CN(C2=N1)C1OCCCC1)NCC1=CC=C(C=C1)C=1N(C=C(N1)C(F)(F)F)C